C1=NC=CC2=CC(=CC=C12)C(C(=O)N)C (isoquinolin-6-yl)propanamide